C[N+]1(CC=C(C=C1)C1=CC=[NH+]C=C1)C 1,1-dimethyl-4,4'-bipyridinium